(3,4-Difluorophenyl)methanamin FC=1C=C(C=CC1F)CN